N-(pyridin-2-ylmethyl)-1-(4-{4-[2-(pyridin-3-yl)acetamido]-1H-1,2,3-triazol-1-yl}butyl)-1H-1,2,3-triazole-4-carboxamide N1=C(C=CC=C1)CNC(=O)C=1N=NN(C1)CCCCN1N=NC(=C1)NC(CC=1C=NC=CC1)=O